C(C)(C)(C)OC(CCOC1=C(C=CC=C1)C=1C=C(C=CC1)CC1N(CCCC1=O)C(=O)OC(C)(C)C)=O tert-butyl 2-[[3-[2-(3-tert-butoxy-3-oxo-propoxy)phenyl]phenyl]methyl]-3-oxo-piperidine-1-carboxylate